N-(3-((4-amino-2-butyl-1H-imidazo[4,5-c]quinolin-1-yl)methyl)benzyl)-3,4-dihydroxybenzamide NC1=NC=2C=CC=CC2C2=C1N=C(N2CC=2C=C(CNC(C1=CC(=C(C=C1)O)O)=O)C=CC2)CCCC